isothiazolidin-3-one 1-oxide S1(NC(CC1)=O)=O